5-(4-(2-(4-((1r,3r)-3-aminocyclobutoxy)phenyl)propan-2-yl)phenoxy)-N,N-dimethylpyrazine-2-Amine NC1CC(C1)OC1=CC=C(C=C1)C(C)(C)C1=CC=C(OC=2N=CC(=NC2)N(C)C)C=C1